C(\C=C\C(=O)O)(=O)O.N1(CCC1)C=1C2=C(N=C(N1)CC)CN(C2)C(=O)[C@H]2CN(CC2)C2=CC(=NC=C2)Cl (R)-(4-(Azetidin-1-yl)-2-ethyl-5,7-dihydro-6H-pyrrolo[3,4-d]pyrimidin-6-yl)(1-(2-chloropyridin-4-yl)pyrrolidin-3-yl)methanone fumarate